3-(4-Fluorobenzyl)-1-(3-(5-methylpyridazin-4-yl)-1-((2-(trimethylsilyl)ethoxy)methyl)-1H-1,2,4-triazol-5-yl)piperidin-2-one FC1=CC=C(CC2C(N(CCC2)C2=NC(=NN2COCC[Si](C)(C)C)C2=CN=NC=C2C)=O)C=C1